C1(=CCCCC1)C=1C(=NN2C1N=C(C(=C2)C=2C=NC=CC2)O)C2=CC=CC=C2 3-(cyclohex-1-en-1-yl)-5-hydroxy-2-phenyl-6-(pyridin-3-yl)pyrazolo[1,5-a]pyrimidine